(S)-N-(7-(3-hydroxy-3-methylbut-1-yn-1-yl)-5-methyl-4-oxo-2,3,4,5-tetrahydrobenzo[b][1,4]oxazepin-3-yl)-4-((6-methylpyridin-2-yl)methyl)-1H-pyrazole-1-carboxamide OC(C#CC1=CC2=C(OC[C@@H](C(N2C)=O)NC(=O)N2N=CC(=C2)CC2=NC(=CC=C2)C)C=C1)(C)C